[C].[C].[C].[Cr] chromium tricarbon